[14C]-Triolein O=[14C](CCCCCCC\C=C/CCCCCCCC)OCC(COC(CCCCCCC\C=C/CCCCCCCC)=O)OC(CCCCCCC\C=C/CCCCCCCC)=O